ClC1=C(C=C(C(=O)OOC[C@H](CC#CC[C@@H](COOC(C2=CC(=C(C=C2)Cl)[N+](=O)[O-])=O)NC(=O)OC(C)(C)C)NC(=O)OC(C)(C)C)C=C1)[N+](=O)[O-] (((2s,7s)-2,7-bis((tert-butoxycarbonyl) amino) oct-4-yne-1,8-diyl) bis(oxy)) bis(4-chloro-3-nitrobenzoate)